(R)-tert-butyl 1-((5-(trifluoromethoxy)-1H-indol-2-yl)methyl)piperidin-3-ylcarbamate FC(OC=1C=C2C=C(NC2=CC1)CN1C[C@@H](CCC1)NC(OC(C)(C)C)=O)(F)F